CC1=C(C=C(S1)C(=O)OC)C1=NC=C(C=C1)N1CCNCC1 methyl 5-methyl-4-[5-(piperazin-1-yl)pyridin-2-yl]thiophene-2-carboxylate